ClC=1C=C(C=CC1)[C@@H]1N(OCC1)C1=CC(=NC=N1)NC=1C(=CC(=C(C1)NC(C=C)=O)N1CCC(CC1)N1C[C@@H](O[C@@H](C1)C)C)OC N-(5-((6-((R)-3-(3-chlorophenyl)isoxazolidine-2-yl)pyrimidine-4-yl)amino)-2-(4-((2S,6R)-2,6-dimethylmorpholino)piperidine-1-yl)-4-methoxyphenyl)acrylamide